NCC=1C(NC(=CC1Cl)C)=O 3-(aminomethyl)-4-chloro-6-methylpyridin-2(1H)-one